BrC=1C=C(C(=C(C(=O)NCC=2C(NC(=CC2C)C)=O)C1)C)O 5-bromo-N-((4,6-dimethyl-2-oxo-1,2-dihydropyridin-3-yl)methyl)-3-hydroxy-2-methylbenzamide